2-(2-(4-((4-aminophenyl)sulfonyl)-2-oxopiperazin-1-yl)acetylamino)-N-(4-methoxyphenyl)-N-methyl-3-phenylpropionamide NC1=CC=C(C=C1)S(=O)(=O)N1CC(N(CC1)CC(=O)NC(C(=O)N(C)C1=CC=C(C=C1)OC)CC1=CC=CC=C1)=O